C(CCC)NC(=CC(CC)=O)C 5-(butylamino)-4-hexene-3-one